C(C)N1CCC(CC1)N1CCN(CC1)C1CCN(CC1)C1=C(C=NC2=CC=C(C=C12)SC)S(=O)(=O)C1=CC(=C(C=C1)OCCCCCCCCCCCCCCCCCCCC)F 4-(4-(4-(1-ethylpiperidin-4-yl)piperazin-1-yl)piperidin-1-yl)-3-((3-fluoro-4-(icosyloxy)phenyl)sulfonyl)-6-(methylthio)quinoline